N1C[C@@H](CC1)NC(OC(C)(C)C)=O |r| (±)-tert-butyl N-pyrrolidin-3-ylcarbamate